chloropentadecyl-phenol ClCCCCCCCCCCCCCCCC1=C(C=CC=C1)O